1-(4-bromobenzyl)piperidin-2-one BrC1=CC=C(CN2C(CCCC2)=O)C=C1